cyclobutyl(4-cyclopropyl-6-(2-methyl-2H-pyrazolo[3,4-b]pyridin-5-yl)thieno[2,3-b]pyridin-2-yl)methanol C1(CCC1)C(O)C1=CC=2C(=NC(=CC2C2CC2)C2=CC=3C(N=C2)=NN(C3)C)S1